[13C](C(=C)C)(=O)O methacrylic acid-13C